2-(6-(hydroxy(1-methylpiperidin-3-yl)methyl)pyridazin-3-yl)-3,5-dimethylphenol OC(C1=CC=C(N=N1)C1=C(C=C(C=C1C)C)O)C1CN(CCC1)C